C1=CC2=C(C=3C=CC=CC13)C=1C(=CC=C3C=CC=CC13)OP(O2)N(C)C (3,5-dioxa-4-phospha-cyclohepta[2,1-a:3,4-a']dinaphthalen-4-yl)dimethylamine